6-Fluorochroman-3-carboxylic acid tert-butyl ester C(C)(C)(C)OC(=O)C1COC2=CC=C(C=C2C1)F